NC1=C(C=CC(=C1)OC(F)(F)F)C(=O)N1CC(CC1)C1=C2C(=NC=C1)NC(=N2)C2CCOCC2 [2-amino-4-(trifluoromethoxy)phenyl]-[3-(2-tetrahydropyran-4-yl-3H-imidazo[4,5-b]pyridin-7-yl)pyrrolidin-1-yl]methanone